ClC1=NC=CC(=C1)C=1NC2=CC=C(C=C2C1CC(F)F)C1CCNCC1 2-(2-Chloropyridin-4-yl)-3-(2,2-difluoroethyl)-5-(piperidin-4-yl)-1H-indole